BrC=1C=NC(=C(C=O)C1)F 5-bromo-2-fluoro-nicotinaldehyde